6-((5-(2-hydroxyprop-2-yl)pyridin-2-yl)amino)-4-((2-methoxy-3-(pyridin-2-yl)phenyl)amino)-N-(methyl-d3)nicotinamide OC(C)(C)C=1C=CC(=NC1)NC1=NC=C(C(=O)NC([2H])([2H])[2H])C(=C1)NC1=C(C(=CC=C1)C1=NC=CC=C1)OC